(4-acetylpiperazin-1-yl)-N-(4-(2-chlorophenyl)thiazol-2-yl)-2-methylbenzamide C(C)(=O)N1CCN(CC1)C=1C(=C(C(=O)NC=2SC=C(N2)C2=C(C=CC=C2)Cl)C=CC1)C